C(C)(C)(C)OC(C=CCCC(C)O[C@@H]1O[C@H]([C@@H](C[C@H]1O)O[Si](C1=CC=CC=C1)(C1=CC=CC=C1)C(C)(C)C)C)=O 6-(((2R,3R,5R,6S)-5-((tert-butyldiphenylsilyl)oxy)-3-hydroxy-6-methyltetrahydro-2H-pyran-2-yl)oxy)hept-2-enoic acid tert-butyl ester